1-cyclopentene-1-carboxylic acid C1(=CCCC1)C(=O)O